N[C@H]1CS(C2=C(N(C1=O)CC1=CC=C(C=C1)OC1=CC=CC=C1)C=C(C(=C2)F)C2=NOC(=N2)C2(CN(CCC2)C)F)(=O)=O (3R)-3-amino-8-fluoro-7-[5-(3-fluoro-1-methyl-3-piperidyl)-1,2,4-oxadiazol-3-yl]-1,1-dioxo-5-[(4-phenoxyphenyl)methyl]-2,3-dihydro-1λ6,5-benzothiazepin-4-one